O(O)O.[Ni].[Mo] Molybdenum nickel oxyhydroxide